C1(CCCCC1)N1C(N(C=C1)C1CCCCC1)=C[Si](O[Si](C)(C=C)C=C)(C)C 1,3-bis(cyclohexyl)imidazol-2-ylidenedivinyl-tetramethyldisiloxane